Copper (II) bis[bis(trifluoromethylsulfonyl) imide] [N-](S(=O)(=O)C(F)(F)F)S(=O)(=O)C(F)(F)F.[N-](S(=O)(=O)C(F)(F)F)S(=O)(=O)C(F)(F)F.[Cu+2]